COCN1[C@@H](COC=2C=C(N=C(NS(C=3C=CC=C(C1=O)C3)(=O)=O)N2)C2=C(C=CC=C2)C=C)CCCCCCC=C (11R)-12-(methoxymethyl)-11-oct-7-enyl-2,2-dioxo-6-(2-vinylphenyl)-9-oxa-2λ6-thia-3,5,12,19-tetrazatricyclo[12.3.1.14,8]nonadeca-1(18),4,6,8(19),14,16-hexaen-13-one